Diethyl(2-((4-((4-([1,2,4]triazolo[1,5-a]pyridin-7-yloxy)-3-methylphenyl)amino)-7-ethoxyquinazolin-6-yl)amino)-1-fluoro-2-oxoethyl)phosphine C(C)P(C(C(=O)NC=1C=C2C(=NC=NC2=CC1OCC)NC1=CC(=C(C=C1)OC1=CC=2N(C=C1)N=CN2)C)F)CC